F[C@H]1C(O[C@@H]([C@H]1O)CO)=O (2R,3R,4R,5R)-3-fluoro-4-hydroxy-5-(hydroxymethyl)tetrahydrofuran-2(1H)-one